tert-butyl 3-(pyridin-4-ylmethyl)pyrrolidine-1-carboxylate N1=CC=C(C=C1)CC1CN(CC1)C(=O)OC(C)(C)C